2,2,4-trimethyl-1H-quinoline CC1(NC2=CC=CC=C2C(=C1)C)C